BrCC1CN(CCC1)C 3-(bromomethyl)-1-methylpiperidine